CN(C1=CC=C(S1)C=C1C(=NOC1=O)COC)C 4-((5-(dimethylamino)thiophen-2-yl)methylene)-3-(methoxymethyl)isoxazol-5(4H)-one